1-[2-(1-methylpiperidin-4-yl)ethyl]piperazine tert-butyl-(R)-(1-(1-methyl-1H-pyrazol-3-yl)pyrrolidin-3-yl)carbamate C(C)(C)(C)N(C(O)=O)[C@H]1CN(CC1)C1=NN(C=C1)C.CN1CCC(CC1)CCN1CCNCC1